5-(1-cyclopropyl-4-(trifluoromethyl)-1H-imidazol-2-yl)-2-((2-(4-cyclopropyl-6-methoxypyrimidin-5-yl)pyrrolo[2,1-f][1,2,4]triazin-7-yl)methyl)aniline C1(CC1)N1C(=NC(=C1)C(F)(F)F)C=1C=CC(=C(N)C1)CC1=CC=C2C=NC(=NN21)C=2C(=NC=NC2OC)C2CC2